2-(4-(6-((5-(difluoromethyl)thiazol-2-yl)methoxy)pyridin-2-yl)-2,5-difluorobenzyl)-1-(4,4-dimethyltetrahydrofuran-3-yl)-4-fluoro-1H-benzo[d]imidazole-6-carboxylic acid FC(C1=CN=C(S1)COC1=CC=CC(=N1)C1=CC(=C(CC2=NC3=C(N2C2COCC2(C)C)C=C(C=C3F)C(=O)O)C=C1F)F)F